2-(((1r,4r)-4-((3-benzhydryl-1,3-dimethyl-ureido)methyl)cyclohexyl)methoxy)acetic acid C(C1=CC=CC=C1)(C1=CC=CC=C1)N(C(N(C)CC1CCC(CC1)COCC(=O)O)=O)C